4-methyl-2-(3-phenylpropyl)-5-(pyrrolidin-1-yl)thiazole CC=1N=C(SC1N1CCCC1)CCCC1=CC=CC=C1